4-chloro-2,3-dihydro-1H-pyrrolo[2,3-b]pyridine ClC1=C2C(=NC=C1)NCC2